tert-butyl 3-(4-((3-acetoxy-3-methylazetidin-1-yl)methyl)-3-fluorophenyl)azetidine-1-carboxylate C(C)(=O)OC1(CN(C1)CC1=C(C=C(C=C1)C1CN(C1)C(=O)OC(C)(C)C)F)C